di(2-methylhexyl)2,3-dichloro-maleic acid CC(COC(\C(=C(/C(=O)OCC(CCCC)C)\Cl)\Cl)=O)CCCC